C(CC)O[Si](I)(OCCC)OCCC tri-n-propoxyiodosilane